C(C=C)(=O)NC=1SC(=CN1)CN1CCN(CC1)CC(=O)NC=1C=C(C=CC1)C 2-(4-((2-acrylamidothiazol-5-yl)methyl)piperazin-1-yl)-N-(m-tolyl)acetamide